3-bromo-2-(methylthio)pyridine BrC=1C(=NC=CC1)SC